4-(3-(piperazin-1-ylmethyl)-6-(p-tolyl)benzofuran-5-yl)benzonitrile N1(CCNCC1)CC1=COC2=C1C=C(C(=C2)C2=CC=C(C=C2)C)C2=CC=C(C#N)C=C2